N-{8-fluoro-2-methylimidazo[1,2-a]pyridin-6-yl}-2-[(3-methyloxetan-3-yl)methyl]-4-(piperazin-1-yl)indazole-7-carboxamide trifluoroacetic acid salt FC(C(=O)O)(F)F.FC=1C=2N(C=C(C1)NC(=O)C1=CC=C(C3=CN(N=C13)CC1(COC1)C)N1CCNCC1)C=C(N2)C